N-(6-(3-Azabicyclo[3.2.0]heptan-3-yl)-4-(1-methylazetidin-3-yl)pyridin-2-yl)-5-methylpyrazin-2-amine C12CN(CC2CC1)C1=CC(=CC(=N1)NC1=NC=C(N=C1)C)C1CN(C1)C